4-Methyl-N1-(2-Methylpyridin-3-yl)-5-(trifluoromethyl)benzene-1,2-diamine CC=1C=C(C(=CC1C(F)(F)F)NC=1C(=NC=CC1)C)N